ClC1=CC2=C(N(C(N=C2N2[C@H](CN([C@@H](C2)C)C(C=C)=O)C)=O)C=2C(=NC=CC2C)C(C)C)N=C1C1CC1 (M)-6-chloro-7-cyclopropyl-4-[(2S,5R)-2,5-dimethyl-4-prop-2-enoyl-piperazin-1-yl]-1-(2-isopropyl-4-methyl-3-pyridyl)pyrido[2,3-d]pyrimidin-2-one